alpha-L-allose O[C@H]1[C@@H](O)[C@@H](O)[C@@H](O)[C@@H](O1)CO